2,4,6-Tripropyl-1,3,5,2λ5,4λ5,6λ5-trioxatriphosphinan-2,4,6-trioxid C(CC)P1(OP(OP(O1)(CCC)=O)(CCC)=O)=O